N1C=C(C2=CC=CC=C12)C1N(CCN(C1=O)C1=CC=CC=C1)C(=O)N (1H-indol-3-yl)-3-oxo-4-phenylpiperazine-1-carboxamide